OC1=C(C(NC2=CC=NC=C12)=O)C(=O)OCC ethyl 4-hydroxy-2-oxo-1,2-dihydro-[1,6]naphthyridine-3-carboxylate